tri(4-octyl) phosphate P(=O)(OC(CCC)CCCC)(OC(CCC)CCCC)OC(CCC)CCCC